CC1(CC(C2=CC=CC=C12)=O)C 3,3-dimethyl-2,3-dihydro-1H-inden-1-one